Tert-butyl-(4-(4-((2-(4-(trifluoromethyl) styryl) oxazol-4-yl) methoxy) phenyl) butyl) carbamate C(N)(OCCCC(C1=CC=C(C=C1)OCC=1N=C(OC1)C=CC1=CC=C(C=C1)C(F)(F)F)C(C)(C)C)=O